BrC1=CC2=C(N=C(N=[N+]2[O-])NCC(=O)C2CC2)C=C1 7-bromo-3-((2-cyclopropyl-2-oxoethyl)amino)benzo[e][1,2,4]triazine-1-oxide